(4-(7-fluoro-indolin-1-yl)thiophen-2-yl)propan-2-ol FC=1C=CC=C2CCN(C12)C=1C=C(SC1)CC(C)O